[NH4+].OCC[N+](C)(C)C.C(C)C(COP(=O)(OCC(CCCC)CC)[O-])CCCC.C(C1=CC=CC=C1)OC=1C(=CC2=CN(N=C2C1)C)NC(=O)C1=NC=C(N=C1)N1C[C@@H](CC1)NC (R)-N-(6-(benzyloxy)-2-methyl-2H-indazol-5-yl)-5-(3-(methylamino)pyrrolidin-1-yl)pyrazine-2-carboxamide di(2-ethylhexyl)phosphate choline ammonium salt